C(C1=CC=CC=C1)N(CCNC(OC(C)(C)C)=O)C=1SC(=C(N1)C1=CC(=C(C=C1)Cl)Cl)CC(C)C tert-butyl 2-(benzyl(4-(3,4-dichlorophenyl)-5-isobutylthiazol-2-yl)amino)ethylcarbamate